[N+](=O)([O-])C1=CC=C(C=C1)C(=O)C(O)C1=CC=C(C=C1)[N+](=O)[O-] 4,4'-dinitrobenzoin